CC1(C(C=CC=C1)(C1=CC=C(C=C1)SC)C(CC)=O)N1CCOCC1 2-methyl-1-[4-(methylthio)phenyl]-2-morpholinophenyl-1-propanone